C(#N)[C@@H](C[C@@H]1C(NCCC1)=O)NC(=O)[C@H]1N([C@H]2CC([C@@H]1CC2)(F)F)C([C@@H](NC2=C(C=CC(=C2)F)F)C)=O (1R,3S,4R)-N-((R)-1-cyano-2-((R)-2-oxopiperidin-3-yl)ethyl)-2-((2,5-difluorophenyl)-L-alanyl)-5,5-difluoro-2-azabicyclo[2.2.2]octane-3-carboxamide